ONC(=N)C=1SC(=CC1)C N-hydroxy-5-methyl-2-thiophenecarboximidamide